tert-butyl N-[3-[4-[[(3S,4R)-3-fluoro-1-methyl-4-piperidyl]amino]-1-(2,2,2-trifluoroethyl)indol-2-yl]prop-2-ynyl]-N-[2-methoxy-4-(trideuteriomethylcarbamoyl)phenyl]carbamate F[C@H]1CN(CC[C@H]1NC1=C2C=C(N(C2=CC=C1)CC(F)(F)F)C#CCN(C(OC(C)(C)C)=O)C1=C(C=C(C=C1)C(NC([2H])([2H])[2H])=O)OC)C